ClC=1C(=C(C(=CC1)OC(F)F)C=1C=CC(=[N+](C1)[O-])[C@@H](C(=O)NC1=CC=C(C(=O)O)C=C1)CC1CCC(CC1)=O)F |r| (S)- and (R)-4-{[2-{5-[3-chloro-6-(difluoromethoxy)-2-fluorophenyl]-1-oxidopyridin-2-yl}-3-(4-oxocyclohexyl)propanoyl]amino}benzoic acid